C(C)OC1=CC=C(C=C1)OCC 2,5-diethyl-Oxybenzene